3-(trimethylsilyl)prop-2-ynal C[Si](C#CC=O)(C)C